ClC1=C(C(=CC(=C1)F)F)CC(=O)NC1=CC(=C(C=C1)N1N=CC(=C1)C(F)(F)F)S(N)(=O)=O 2-(2-chloro-4,6-difluorophenyl)-N-{3-sulfamoyl-4-[4-(trifluoromethyl)-1H-pyrazol-1-yl]phenyl}acetamide